5,7-dihydrofuro[3,4-b]pyridine-3-carboxylic acid N1=C2C(=CC(=C1)C(=O)O)COC2